1,5-Dicyclopentyl-1,4-pentadien-3-one C1(CCCC1)C=CC(C=CC1CCCC1)=O